7,7-difluoro-1-(trifluoromethyl)-3-(3,4,5-trifluorophenyl)-6,7-dihydroindolizin-8(5H)-one FC1(CCN2C(=CC(=C2C1=O)C(F)(F)F)C1=CC(=C(C(=C1)F)F)F)F